C(C)(C)(C)OC(=O)N1CCN(CC1)C1=C(C=C(C(=C1)F)[N+](=O)[O-])F 4-(2,5-difluoro-4-nitrophenyl)piperazine-1-carboxylic acid tert-butyl ester